CN1C(=NN=C1)C1(CCC1)C=1C=C(C=CC1)C1NC(C2=CC(=CC(=C12)C(F)(F)F)C(=O)O)=O (3-(1-(4-methyl-4H-1,2,4-triazol-3-yl)cyclobutyl)phenyl)-3-oxo-7-(trifluoromethyl)isoindoline-5-carboxylic acid